P(=O)(OC=CCl)(OCC)OCC 2-chlorovinyl diethyl phosphate